6-(4-Methoxytetrahydro-2H-pyran-4-yl)-2-methylquinolin-4-ol COC1(CCOCC1)C=1C=C2C(=CC(=NC2=CC1)C)O